(-)-(3S)-10-(1-aminocyclopropyl)9-fluoro-3-methyl-7-oxo-2,3-dihydro-7H-pyrido[1,2,3-de]-[1,4]benzoxazine-6-carboxylic acid mesylate S(C)(=O)(=O)O.NC1(CC1)C=1C(=CC2=C3N([C@H](COC31)C)C=C(C2=O)C(=O)O)F